S(C#N)CCSC=1SC2=C(N1)C=CC=C2 2-(thiocyanatoethylthio)-benzothiazole